NC=1C(=CC(=C(C1)NC1=NC=C(C#N)C(=C1)NC12CC(C1)C2)OC)N(C)CCN(C)C 6-(5-amino-4-((2-(dimethylamino)ethyl)(methyl)amino)-2-methoxyphenyl-amino)-4-(bicyclo[1.1.1]pentan-1-ylamino)nicotinonitrile